(tert-butyl)(biphenyl) C(C)(C)(C)C1=C(C=CC=C1)C1=CC=CC=C1